CC=1C=C(C=CC1Br)S(=O)(=O)N 3-methyl-4-bromobenzenesulfonamide